C(C)S(=O)(=O)C1=CC(=C(OC2=CC=C(C=C2)N2CC3(C2)CCN(CC3)C(=O)OC(C)(C)C)C=C1)C=1C3=C(C(N(C1)C)=O)NC=C3 tert-butyl 2-[4-[4-ethylsulfonyl-2-(6-methyl-7-oxo-1H-pyrrolo[2,3-c]pyridin-4-yl)phenoxy]phenyl]-2,7-diazaspiro[3.5]nonane-7-carboxylate